6-(3-chloro-5-fluorophenoxy)-2,7-dimethylbenzo[d]isothiazol ClC=1C=C(OC2=C(C3=C(CN(S3)C)C=C2)C)C=C(C1)F